1-(5-(6-chloro-7-fluoro-3-(1H-imidazol-1-yl)-5-methoxy-1-methyl-1H-indol-2-yl)-4H-1,2,4-triazol-3-yl)-N,N-dimethylethan-1-amine ClC1=C(C=C2C(=C(N(C2=C1F)C)C=1NC(=NN1)C(C)N(C)C)N1C=NC=C1)OC